ClC=1C=C(C(=NC1NC1=CC2=C(N(C(N2CCC(C)(C)O)=O)C)C=C1)N1CC(C(C(C1)C)(F)F)O)C#N Racemic-5-chloro-2-(4,4-difluoro-3-hydroxy-5-methyl-1-piperidyl)-6-[[3-(3-hydroxy-3-methyl-butyl)-1-methyl-2-oxo-benzimidazol-5-yl]amino]pyridine-3-carbonitrile